OCC(C#N)CC 2-(hydroxymethyl)-butyronitrile